[5-[6-(2-methylpyrazol-3-yl)pyrimidin-4-yl]-5-azaspiro[2.5]octan-8-yl]-[(3S)-3-(6-methylpyridin-3-yl)-1,2-oxazolidin-2-yl]methanone CN1N=CC=C1C1=CC(=NC=N1)N1CC2(CC2)C(CC1)C(=O)N1OCC[C@H]1C=1C=NC(=CC1)C